N1CC(C1)CC1CCN(CC1)CC1CCN(CC1)C=1C=C2C(N(C(C2=CC1)=O)C1C(NC(CC1)=O)=O)=O 5-[4-[[4-(azetidin-3-ylmethyl)-1-piperidyl]methyl]-1-piperidyl]-2-(2,6-dioxo-3-piperidyl)isoindoline-1,3-dione